4,5-dihydro-5-methyl-2(3H)-furanone CC1CCC(O1)=O